1-(2-chlorophenyl)-7-cyclopropyl-4-(((trans)-2-hydroxycyclobutyl)amino)-quinazolin-2(1H)-one ClC1=C(C=CC=C1)N1C(N=C(C2=CC=C(C=C12)C1CC1)N[C@H]1[C@@H](CC1)O)=O